ClC1=CC(=C(C=N1)C1=NC=CC(=C1C=O)NC(OC(C)(C)C)=O)OC(F)F tert-butyl [6'-chloro-4'-(difluoromethoxy)-3-formyl[2,3'-bipyridine]-4-yl]carbamate